N-(3-carbamoyl-4-fluoro-phenyl)-3-(difluoromethyl)-2-fluoro-6-[2-methoxy-4-(trifluoromethoxy)phenoxy]benzamide C(N)(=O)C=1C=C(C=CC1F)NC(C1=C(C(=CC=C1OC1=C(C=C(C=C1)OC(F)(F)F)OC)C(F)F)F)=O